1-ethyl-3-butylimidazole bisulfate S(O)(O)(=O)=O.C(C)N1CN(C=C1)CCCC